2-(4-(4-(6-(2-hydroxyphenyl)-3-methoxypyridazin-4-yl)phenyl)piperazin-1-yl)acetic acid OC1=C(C=CC=C1)C1=CC(=C(N=N1)OC)C1=CC=C(C=C1)N1CCN(CC1)CC(=O)O